tert-Butyl 3-(4-(1-(methoxycarbonyl)cyclopropyl)phenyl)azetidine-1-carboxylate COC(=O)C1(CC1)C1=CC=C(C=C1)C1CN(C1)C(=O)OC(C)(C)C